SCCC=1C(NC(N([C@H]2[C@H](O)[C@H](O)[C@@H](CO)O2)C1)=O)=O 5-(2-mercapto)ethyluridine